CCS(=O)(=O)NC1=NC=CN=C1CNC1=NC(=NC=C1C#N)NC=1C=C2CCNCC2=CC1 methyl-N-(3-(((5-cyano-2-((1,2,3,4-tetrahydroisoquinolin-6-yl)amino)pyrimidin-4-yl)amino)methyl)pyrazin-2-yl)methanesulfonamide